hexa(methoxy)cyclotriphosphazene COP1(=NP(=NP(=N1)(OC)OC)(OC)OC)OC